bromo-3,4-dihydroisoquinoline BrC1=NCCC2=CC=CC=C12